Cl.C(C)NC(O)=O.C(C)NC(O)=O bis(ethylcarbamate) hydrochloride